C1(=CC=CC=C1)C1(CC(C1[Si]C1CCC1)(C1=CC=CC=C1)C1=CC=CC=C1)C1=CC=CC=C1 Tetraphenyl-dicyclobutyl-silicon